4-(1-(5-(1H-pyrazol-1-yl)pyridin-2-yl)-5-hydroxy-1H-pyrazol-4-yl)benzonitrile N1(N=CC=C1)C=1C=CC(=NC1)N1N=CC(=C1O)C1=CC=C(C#N)C=C1